C(C)(C)(C)OC(=O)N1CCC(CC1)(C(=O)O)C 4-methylpiperidine-1,4-dicarboxylic acid 1-tert-butyl ester